(3aR,5R,6aS)-2-((R)-2-(6-fluoro-5-hydroxypyridin-2-yl)-2-hydroxyethyl)-5-phenoxyhexahydrocyclopenta[c]pyrrol FC1=C(C=CC(=N1)[C@@H](CN1C[C@@H]2[C@H](C1)CC(C2)OC2=CC=CC=C2)O)O